CC1(CC(CCC1)N[C@@H]1[C@H](CCCC1)CC=1C=C2CN(C(C2=CC1)=O)C1C(NC(CC1)=O)=O)C 3-(5-(((1R,2S)-2-((3,3-dimethylcyclohexyl)amino)cyclohexyl)methyl)-1-oxoisoindolin-2-yl)piperidine-2,6-dione